5-chloro-4-(1H-imidazol-4-yl)-N-(1-(methylsulfonyl)piperidin-4-yl)pyrimidin-2-amine ClC=1C(=NC(=NC1)NC1CCN(CC1)S(=O)(=O)C)C=1N=CNC1